NC=1C=CC2=CC=CC=C2C1 3-Aminonaphthalin